CCCCCCCCCC(=O)OCC(CO)OC(=O)CCCCCCC/C=C\\CCCCCCCC The molecule is a 1,2-diglyceride in which the acyl groups at positions 1 and 2 are specified as decanoyl and oleoyl respectively. It derives from an oleic acid.